5-(5-(4-chloro-6-methylpyridin-3-yl)-4,5-dihydro-1H-pyrazol-3-yl)-4-methylthieno[2,3-b]pyridin-6(7H)-one ClC1=C(C=NC(=C1)C)C1CC(=NN1)C1=C(C2=C(NC1=O)SC=C2)C